C(C)C=1N=C(SC1)[C@H](CC1=CC=C(C=C1)NS(O)(=O)=O)NC([C@H](C(C)C)NC(=O)OC)=O 4-{(S)-2-(4-Ethylthiazol-2-yl)-2-[(S)-2-(methoxycarbonylamino)-3-methylbutanamido]-ethyl}phenylsulfamic acid